ClC=1C=C(C=C(C1OC1=CC(=C(C=C1)O)S(=O)(=O)N1CCC(CC1)(F)F)Cl)N1N=C(C(NC1=O)=O)C(F)F 2-[3,5-dichloro-4-[3-[(4,4-difluoro-1-piperidinyl)sulfonyl]-4-hydroxy-phenoxy]phenyl]-6-(difluoromethyl)-1,2,4-triazine-3,5-dione